(2-(5-amino-1H-pyrazolo[3,4-b]pyridin-3-yl)-1H-benzimidazol-6-yl)(4-methylpiperazin-1-yl)methanone NC=1C=C2C(=NC1)NN=C2C2=NC1=C(N2)C=C(C=C1)C(=O)N1CCN(CC1)C